N1=CN=CC2=CC3=C(C=C12)OC=COC=COC=CO3 [1,4,7,10]tetraoxacyclododecino[2,3-g]quinazolin